methyl 3-((2r,4s)-2-(2,5-difluorophenyl)-4-fluoropyrrolidin-1-yl)-1H-pyrazolo[3,4-b]pyridine-5-carboxylate FC1=C(C=C(C=C1)F)[C@@H]1N(C[C@H](C1)F)C1=NNC2=NC=C(C=C21)C(=O)OC